(2S,3R)-2-[(5S)-5H-imidazo[1,5-b]isoindol-5-yl]-7-(oxetan-3-ylsulfonyl)-7-azaspiro[3.5]nonan-3-ol C=1N=CN2[C@H](C=3C=CC=CC3C21)[C@@H]2CC1([C@@H]2O)CCN(CC1)S(=O)(=O)C1COC1